2-(alpha-n-pentanonyl)hexylamine benzoate C(C1=CC=CC=C1)(=O)O.C(CCCC)(=O)C(CN)CCCC